imidazo[1,2-a]pyridine-8-carboxamide N=1C=CN2C1C(=CC=C2)C(=O)N